O=S1(CC2=C(C1)C=CC(=C2)NC=2C(=NC(=C(N2)NC)C=2C1=C(C=NC2)N(C=N1)C)C(=O)N)=O 3-[(2,2-Dioxo-1,3-dihydro-2-benzothiophen-5-yl)amino]-5-(methylamino)-6-(3-methylimidazo[4,5-c]pyridin-7-yl)pyrazin-2-carboxamid